1-(3-cyano-6-(1-methyl-1H-pyrazol-4-yl)pyrazolo[1,5-a]Pyridin-4-yl)-4-methylpiperidine-4-carboxylic acid ethyl ester C(C)OC(=O)C1(CCN(CC1)C=1C=2N(C=C(C1)C=1C=NN(C1)C)N=CC2C#N)C